(E)-1-bromo-2-(1,2-dibromoethenyl)benzene BrC1=C(C=CC=C1)/C(=C\Br)/Br